CC=1C=C(C=CC1C)C=1C2=C(C(N(C1)C)=O)NC=C2 4-(3,4-dimethylphenyl)-6-methyl-1,6-dihydro-7H-pyrrolo[2,3-c]pyridin-7-one